ClC1=CC=C(C=C1)NC=1C(C(C1NCCC1=CC=C(C=C1)C(F)(F)F)=O)=O 3-[(4-Chlorophenyl)amino]-4-({2-[4-(trifluoromethyl)phenyl]ethyl}amino)cyclobut-3-ene-1,2-dione